COC1=C2CC[C@@H](CC2=CC=C1)N (2S)-5-methoxy-2-aminotetralin